1-Dotriacontene C=CCCCCCCCCCCCCCCCCCCCCCCCCCCCCCC